2-(5-(trifluoromethyl)pyridin-2-yl)acetamide FC(C=1C=CC(=NC1)CC(=O)N)(F)F